N1(CCCCCC1)C=1C2=C(N=C(N1)Cl)C(=C(N=C2)Cl)F (azepan-1-yl)-2,7-dichloro-8-fluoropyrido[4,3-d]pyrimidine